6-(2-Bromoethyl)quinoxaline BrCCC=1C=C2N=CC=NC2=CC1